2-ethyl-1-keto-3,4-dihydroisoquinoline-5-sulfonamide C(C)N1C(C=2C=CC=C(C2CC1)S(=O)(=O)N)=O